ethyl (2Z)-2-{[4-(benzyloxy)-3-methoxyphenyl]carbonyl}-3-[(4-methoxyphenyl)amino]prop-2-enoate C(C1=CC=CC=C1)OC1=C(C=C(C=C1)C(=O)/C(/C(=O)OCC)=C/NC1=CC=C(C=C1)OC)OC